(1s,2r,3s)-3-amino-2-(3-bromo-5-chloro-7-((thiophen-2-ylmethyl)amino)thieno[3,2-b]pyridin-2-yl)cyclohexan-1-ol trifluoroacetate FC(C(=O)O)(F)F.N[C@@H]1[C@H]([C@H](CCC1)O)C1=C(C2=NC(=CC(=C2S1)NCC=1SC=CC1)Cl)Br